N1N=C(C=2CNCCC21)C(=O)N2CC(N[C@H]1CCCC[C@H]21)=O (4aS,8aS)-4-(4,5,6,7-tetrahydro-1H-pyrazolo[4,3-c]pyridine-3-carbonyl)octahydroquinoxalin-2(1H)-one